4-[3-(1-ethyl-3-methyl-1H-pyrazol-5-yl)-1H-1,2,4-triazol-5-yl]-1-{2-[(3S)-3-(hydroxymethyl)morpholin-4-yl]ethyl}-1H-indazole-6-carboxamide C(C)N1N=C(C=C1C1=NNC(=N1)C1=C2C=NN(C2=CC(=C1)C(=O)N)CCN1[C@H](COCC1)CO)C